C(C)(C)[C@H]1N=C([C@@H](N=C1OC)CC1=CC=C(C=2N1C=CN2)C=2C(N(C1=CC=CC=C1C2)C)=O)OC 3-(5-(((2S,5R)-5-isopropyl-3,6-dimethoxy-2,5-dihydropyrazin-2-yl)methyl)imidazo[1,2-a]pyridin-8-yl)-1-methylquinolin-2(1H)-one